5-(5-{1,6-diazaspiro[3.4]octan-6-yl}thieno[2,3-d][1,3]thiazol-2-yl)-7-fluoro-2-methylindazole N1CCC12CN(CC2)C2=CC1=C(N=C(S1)C1=CC3=CN(N=C3C(=C1)F)C)S2